C(C)(C)(C)OC(=O)N1[C@H](C[C@@H](C1)C)COS(=O)(=O)C1=CC=C(C)C=C1.N1N=NN=C1NC1=CC=CC=C1 (1H-tetrazole-5-yl)aniline tert-butyl-(2R,4S)-4-methyl-2-((tosyloxy)methyl)pyrrolidine-1-carboxylate